(S)-2-(2,6-dichlorobenzoylamino)-3-(4-(2'-oxospiro[cyclopropane-1,3'-pyrrolo[2,3-b]pyridine]-1'(2'H)-yl)phenyl)propanoic acid methyl ester COC([C@H](CC1=CC=C(C=C1)N1C(C2(C=3C1=NC=CC3)CC2)=O)NC(C2=C(C=CC=C2Cl)Cl)=O)=O